2-((S)-2,2-bis((9Z,12Z)-octadeca-9,12-dien-1-yl)-1,3-dioxolan-4-yl)ethane C(CCCCCCC\C=C/C\C=C/CCCCC)C1(OC[C@@H](O1)CC)CCCCCCCC\C=C/C\C=C/CCCCC